2-(4-(2-ethyl-3-((4-(4-fluorophenyl)thiazol-2-yl)(methyl)amino)imidazo[1,2-a]pyridin-6-yl)piperazin-1-yl)-1-(pyrrolidin-1-yl)ethanone C(C)C=1N=C2N(C=C(C=C2)N2CCN(CC2)CC(=O)N2CCCC2)C1N(C)C=1SC=C(N1)C1=CC=C(C=C1)F